FC1=NC=CC(=C1)C=1C=NC=2N(C1)C=CN2 6-(2-fluoro-4-pyridyl)imidazo[1,2-a]pyrimidine